2-[hydroxy(diphenyl)methyl]-1-methylpyrrolidine OC(C1N(CCC1)C)(C1=CC=CC=C1)C1=CC=CC=C1